ClC1=NC(=CC(=C1)SC)Cl 2,6-dichloro-4-(methylthio)pyridine